C(C1=CC=CC=C1)N1N=C(N=C1)C1CN(CC1)C(=O)OC(C)(C)C tert-butyl 3-(1-benzyl-1H-1,2,4-triazol-3-yl)pyrrolidine-1-carboxylate